ClC1=C(C(=CC=C1Cl)O)[C@H]1C[C@@H]2N(C(CN(C2)C(=O)OC(C)(C)C)=O)C1 tert-butyl (7R,8aS)-7-(2,3-dichloro-6-hydroxyphenyl)-4-oxo-hexahydropyrrolo[1,2-a]pyrazine-2-carboxylate